ClC1=CC(=C(COC2=CC=CC(=N2)C2CCN(CC2)CC2=NC=3C(=NC=CC3)N2C[C@H]2OCC2)C=C1)F 2-[(4-{6-[(4-Chloro-2-fluorobenzyl)oxy]pyridin-2-yl}piperidin-1-yl)methyl]-3-[(2S)-oxetan-2-ylmethyl]-3H-imidazo[4,5-b]pyridin